1-[6-(6-bromo-5-tetrahydropyran-4-yloxy-benzimidazol-1-yl)-3-(difluoromethyl)-2-pyridyl]-5-methyl-pyrazole-3-carbonitrile BrC=1C(=CC2=C(N(C=N2)C2=CC=C(C(=N2)N2N=C(C=C2C)C#N)C(F)F)C1)OC1CCOCC1